6-(3-(4-chlorobenzyl)ureido)spiro[3.3]Heptane ClC1=CC=C(CNC(NC2CC3(CCC3)C2)=O)C=C1